C(C)(C)(C)OC(=O)N1CCC(CC1)OC1CC(C1)N1CCC(CC1)C=1C(=C(C(=CC1)C(=O)OC)C(=O)[O-])C methyl 4-[1-[3-[(1-tert-butoxycarbonyl-4-piperidyl)oxy] cyclobutyl]-4-piperidyl]-3-methyl-benzene-1,2-dicarboxylate